(1-(2-methoxyethyl)-1H-pyrazol-4-yl)propan COCCN1N=CC(=C1)CCC